N-(5-(2-(((1r,4r)-4-aminocyclohexyl)amino)-8-ethylquinazolin-6-yl)-4-methylpyrimidin-2-yl)-2-chlorobenzenesulfonamide NC1CCC(CC1)NC1=NC2=C(C=C(C=C2C=N1)C=1C(=NC(=NC1)NS(=O)(=O)C1=C(C=CC=C1)Cl)C)CC